4,5-dimethyl-6-(4-(1-methyl-1H-pyrazol-3-yl)benzyl)-2-(tetrahydrofuran-2-ylmethyl)isoindolin-1-one CC1=C2CN(C(C2=CC(=C1C)CC1=CC=C(C=C1)C1=NN(C=C1)C)=O)CC1OCCC1